FC(CC(F)F)F 1,1,3,3-tetrafluoropropane